FC(C1=NN=C(S1)C1=NC(=NC2=C(C=C(C=C12)S(NC1(CC1)C)(=O)=O)N1CCC(CC1)C(=O)N(C)C)C)F 1-(4-(5-(difluoromethyl)-1,3,4-thiadiazol-2-yl)-2-methyl-6-(N-(1-methylcyclopropyl)sulfamoyl)quinazolin-8-yl)-N,N-dimethylpiperidine-4-carboxamide